ClC1=C(C=CC(=C1)C(F)(F)F)N1C(SC2=C1C=CC(=C2)OC(C(=O)NCCC(=O)OC)C)=O methyl 3-(2-(3-(2-chloro-4-(trifluoromethyl) phenyl)-2-oxo-2,3-dihydrobenzothiazol-6-yloxy) propionylamino)-propionate